ClC1=CC=C2C(=N1)N(N=C2C2=C(C=CC=C2)OC)COCC[Si](C)(C)C 6-chloro-3-(2-methoxyphenyl)-1-[[2-(trimethylsilyl)ethoxy]methyl]pyrazolo[3,4-b]pyridine